OC1=C(C(=O)O)C=C(C=C1)S(=O)(=O)O 2-hydroxy-5-sulfobenzoic acid